1-[1-(1,1-Difluoroethyl)cyclopropyl]-N-[4-[2-[[4-(dimethylamino)cyclohexyl]amino]-8-isopropyl-7-oxo-pteridin-6-yl]-2-fluoro-phenyl]methanesulfonamide FC(C)(F)C1(CC1)CS(=O)(=O)NC1=C(C=C(C=C1)C1=NC=2C=NC(=NC2N(C1=O)C(C)C)NC1CCC(CC1)N(C)C)F